ClC1=C(COC2=CC3=C(C(=CC(O3)=O)C(F)(F)F)C=C2)C=CC=C1 7-((2-chlorobenzyl)oxy)-4-trifluoromethyl-2H-1-benzopyran-2-one